NC1=NC=2C=CC(=CC2C2=C1C=NN2C)C(=O)N(C)[C@@H]2COC1=C2C=CC(=C1)OC1CC1 4-amino-N-((3S)-6-(cyclopropyloxy)-2,3-dihydro-1-benzofuran-3-yl)-N,1-dimethyl-1H-pyrazolo[4,3-c]quinoline-8-carboxamide